anti-Acetoacetyl-CoA C(CC(=O)C)(=O)SCCNC(CCNC([C@@H](C(COP(OP(OC[C@@H]1[C@H]([C@H]([C@@H](O1)N1C=NC=2C(N)=NC=NC12)O)OP(=O)(O)O)(=O)O)(=O)O)(C)C)O)=O)=O